4-amino-N-methyl-N-(6-(trifluoromethyl)isochroman-4-yl)imidazo-[1,5-a]quinoxaline-8-carboxamide NC=1C=2N(C3=CC(=CC=C3N1)C(=O)N(C1COCC3=CC=C(C=C13)C(F)(F)F)C)C=NC2